C(=O)(O)C1=CC=C(C(=O)[N-][N+]2=CC=CC=C2)C=C1 (4-Carboxybenzoyl)(pyridin-1-ium-1-yl)amide